CC(C=O)=CCCCC methyl-heptenal